N-(5-cyclopentyl-1H-pyrazol-3-yl)-2-(6-methyl-2,6-diazaspiro[3.3]hept-2-yl)pyrimidin-4-amine C1(CCCC1)C1=CC(=NN1)NC1=NC(=NC=C1)N1CC2(C1)CN(C2)C